L-9-(4-chlorophenyl-thiophenoxymethylene)-10-methyl-9,10-dihydroacridine disodium salt [Na].[Na].ClC1=CC=C(C=C1)C(=C1C2=CC=CC=C2N(C=2C=CC=CC12)C)OC=1SC=CC1